FC1=C(C=CC(=C1)F)C1=C(C=C2C(NC(N3C2=C1SC[C@H](C3)OCCN(C)C)=O)=O)C(F)(F)F (3S)-11-(2,4-difluorophenyl)-3-(2-(dimethylamino)ethoxy)-10-(trifluoromethyl)-3,4-dihydro-2H,6H-[1,4]thiazepino[2,3,4-ij]quinazoline-6,8(7H)-dione